C1(=CC=CC=2SC3=CC=CC=C3NC12)C1SCCS1 phenothiazinyl-1,3-dithiolane